2-[(3S,4S)-4-hydroxytetrahydro-2H-pyran-3-yl]-5-methoxy-6-(4-methoxybenzyl)-4-methyl-2,3-dihydro-1H-isoindol-1-one O[C@@H]1[C@H](COCC1)N1C(C2=CC(=C(C(=C2C1)C)OC)CC1=CC=C(C=C1)OC)=O